CC1([C@H]2CN([C@@H]([C@@H]12)C(=O)N[C@H](C=O)C[C@H]1C(NCC1)=O)C([C@H](C)C1=CC=CC=C1)=O)C (1R,2S,5S)-6,6-dimethyl-N-((S)-1-oxo-3-((S)-2-oxopyrrolidin-3-yl)propan-2-yl)-3-((R)-2-phenylpropanoyl)-3-azabicyclo[3.1.0]hexane-2-carboxamide